ClC=1C=C(C=CC1F)NC1=NC=NC2=CC(=C(C=C12)NC(C=C)=O)OCCCN1CCC(CC1)CN1CCN(CC1)C=1C=C2C(N(C(C2=CC1)=O)C1C(NC(CC1)=O)=O)=O N-(4-((3-chloro-4-fluorophenyl)amino)-7-(3-(4-((4-(2-(2,6-dioxopiperidin-3-yl)-1,3-dioxoisoindoline-5-yl)piperazin-1-yl)methyl)piperidin-1-yl)propoxy)quinazolin-6-yl)acrylamide